CC(C(=O)OC1=CC(=CC2=CC=C(C(=C12)C#C[Si](C(C)C)(C(C)C)C(C)C)F)OCOC)(C)C 7-Fluoro-3-(methoxymethoxy)-8-{[tri(propan-2-yl)silyl]ethynyl}naphthalen-1-yl 2,2-dimethylpropanoate